S1C(=NC2=C1C=CC=C2)NC(=O)C=2C=CC=C1CCN(CC21)C2=CC=C(C(=N2)C(=O)OC(C)(C)C)C2=C(C(=CC=C2)OCCCN2CCN(CC2)CC(=O)OCC)C tert-butyl 6-(8-(benzo[d]thiazol-2-ylcarbamoyl)-3,4-dihydroisoquinolin-2(1H)-yl)-3-(3-(3-(4-(2-ethoxy-2-oxoethyl)piperazin-1-yl)propoxy)-2-methylphenyl)picolinate